(3-(trifluoromethyl)-5-(pyridin-2-yl)-1,2,4-triazole) borate B(O)(O)O.FC(C1=NNC(=N1)C1=NC=CC=C1)(F)F